2-((1-methyl-1H-pyrazol-3-yl)amino)acetonitrile CN1N=C(C=C1)NCC#N